C(C1=CC=CC=C1)(C1=CC=CC=C1)=NC(C(=O)N)C=1N=C2N(C(C1F)=O)C=CC=C2 2-(benzhydrylideneamino)-2-(3-fluoro-4-oxo-pyrido[1,2-a]pyrimidin-2-yl)acetamide